5-bromo-3-((2-(trimethylsilyl)ethoxy)-methyl)benzo[d]oxazol-2(3H)-one BrC=1C=CC2=C(N(C(O2)=O)COCC[Si](C)(C)C)C1